2,3,4-Trimethoxybenzaldehyd COC1=C(C=O)C=CC(=C1OC)OC